C1(CC1)C1=NC=NC(=C1C1=NC=C2NC(N(C2=N1)CC1=CC=C(C=C1)C=1N(C=C(N1)C(F)(F)F)C)=N)OC 2-(4-cyclopropyl-6-methoxy-pyrimidin-5-yl)-9-[[4-[1-methyl-4-(trifluoromethyl)imidazol-2-yl]phenyl]methyl]-7H-purin-8-imine